2-(benzotriazol-1-yl)-N-(4-cyanophenyl)-N-[(3,5-difluorophenyl)methyl]acetamide N1(N=NC2=C1C=CC=C2)CC(=O)N(CC2=CC(=CC(=C2)F)F)C2=CC=C(C=C2)C#N